3-((5-(tert-butylamino)-2-phenylthieno[3,2-b]pyridin-7-yl)amino)-1-propanol C(C)(C)(C)NC1=CC(=C2C(=N1)C=C(S2)C2=CC=CC=C2)NCCCO